N-[2-(1-benzylpiperidin-4-yl)ethyl]-1-(4-cyano-2-fluorophenyl)piperidine-4-carboxamide C(C1=CC=CC=C1)N1CCC(CC1)CCNC(=O)C1CCN(CC1)C1=C(C=C(C=C1)C#N)F